Methyl ((1R,3R)-3-(7-(3,5-difluoro-4-(methylcarbamoyl)phenyl)-8-(3-fluorophenyl)-3-methyl-2-oxo-3,6-dihydroimidazo[4,5-d]pyrrolo[2,3-b]pyridin-1(2H)-yl)cyclopentyl)carbamate FC=1C=C(C=C(C1C(NC)=O)F)C1=C(C=2C(=NC=C3C2N(C(N3C)=O)[C@H]3C[C@@H](CC3)NC(OC)=O)N1)C1=CC(=CC=C1)F